5-{2-amino-[1,2,4]triazolo-[1,5-a]pyridin-7-yl}-N-{[2-(cyclopentylmethoxy)-pyridin-3-yl]methyl}-2-methylpyridine-3-carboxamide NC1=NN2C(C=C(C=C2)C=2C=C(C(=NC2)C)C(=O)NCC=2C(=NC=CC2)OCC2CCCC2)=N1